(R)-3-((5-chloro-1H-indol-2-yl)methyl)-1-methyl-1-(1-(2-(oxazol-5-yl)acetyl)piperidin-3-yl)urea ClC=1C=C2C=C(NC2=CC1)CNC(N([C@H]1CN(CCC1)C(CC1=CN=CO1)=O)C)=O